tri(3,3-dimethyl-2-butyl) citrate C(CC(O)(C(=O)OC(C)C(C)(C)C)CC(=O)OC(C)C(C)(C)C)(=O)OC(C)C(C)(C)C